6,8-Dichloro-4-(neopentylamino)-1,7-naphthyridine-3-carbonitrile ClC=1C=C2C(=C(C=NC2=C(N1)Cl)C#N)NCC(C)(C)C